3-(4-((8-((6,7-difluoroquinazolin-4-yl)amino)octyl)thio)-1-oxoisoindolin-2-yl)piperidine-2,6-dione FC=1C=C2C(=NC=NC2=CC1F)NCCCCCCCCSC1=C2CN(C(C2=CC=C1)=O)C1C(NC(CC1)=O)=O